FC1=C(C=C(C(=C1[C@H](CC(=O)O)NC([C@H](CC(C)C)N1C(N=CC(=C1)CCN1CC(C1)F)=O)=O)F)C)C1=C(C=C(C=C1C)C)C (S)-3-(2,4-difluoro-2',4',5,6'-tetramethyl-[1,1'-biphenyl]-3-yl)-3-((S)-2-(5-(2-(3-fluoroazetidin-1-yl)ethyl)-2-oxopyrimidin-1(2H)-yl)-4-methylpentanamido)propanoic acid